(S)-2-((5-(3-((7-((1,4-diazepan-1-yl)sulfonyl)-2,7-diazaspiro[3.5]nonan-2-yl)methyl)pyrrolidin-1-yl)-1,2,4-triazin-6-yl)oxy)-5-fluoro-N,N-diisopropylbenzamide hydrochloride Cl.N1(CCNCCC1)S(=O)(=O)N1CCC2(CN(C2)C[C@H]2CN(CC2)C=2N=CN=NC2OC2=C(C(=O)N(C(C)C)C(C)C)C=C(C=C2)F)CC1